3-methyl-1-oxopentan CC(CC=O)CC